C(C)[Si](OCC)(OCC)OCC Ethyltriethoxy-silan